2-indolemethanol methyl-(1r,4R)-2'-[(2R)-3-{[tert-butyl(diphenyl)silyl]oxy}-2-methylpropyl]-4-(3-chloroanilino)-5'-fluorospiro[cyclohexane-1,1'-indene]-4-carboxylate CC1=C(C2(C3=CC=C(C=C13)F)CCC(CC2)(C(=O)OCC=2NC1=CC=CC=C1C2)NC2=CC(=CC=C2)Cl)C[C@H](CO[Si](C2=CC=CC=C2)(C2=CC=CC=C2)C(C)(C)C)C